O(C(=O)C)C1=CC=CC=2OC3=CC=CC=C3NC12 acetoxyl-phenoxazine